COC(=O)C=1C=C(C=2N(C1)N=C(C2C)C=2N(C1=C(C=CC=C1C2)O)CC2CC2)OC 2-(1-(Cyclopropylmethyl)-7-hydroxy-1H-indol-2-yl)-4-methoxy-3-methylpyrazolo[1,5-a]pyridine-6-carboxylic acid methyl ester